7-fluoro-1H-indole hydrochloride Cl.FC=1C=CC=C2C=CNC12